3-vinylphenylbenzene C(=C)C=1C=C(C=CC1)C1=CC=CC=C1